C(C)C=1C(NC=2C=C(C=NC2C1)CN1CCC(=CC1)C1=NN(C(=C1OC)C(=O)NC)C)=C=O 3-(1-((7-ethyl-6-carbonyl-5,6-dihydro-1,5-naphthyridin-3-yl)methyl)-1,2,3,6-tetrahydropyridin-4-yl)-4-methoxy-N,1-dimethyl-1H-pyrazole-5-carboxamide